methyl 3-(3-amino-2,6-difluorophenyl)-1-methyl-2-oxoimidazo[1,5-a]pyrimidine-8-carboxylate NC=1C(=C(C(=CC1)F)C=1C(N(C=2N(C1)C=NC2C(=O)OC)C)=O)F